5-fluoro-2-{3-fluoro-4-[(methylamino)methyl]phenyl}-2H-indazole-7-carboxamide hydrochloride Cl.FC1=CC2=CN(N=C2C(=C1)C(=O)N)C1=CC(=C(C=C1)CNC)F